COCC(CC)NC1=NC=C(C=N1)C=O {2-[(1-methoxybutan-2-yl)amino]pyrimidin-5-yl}methanone